4-{[4-(4,4,5,5-tetramethyl-1,3,2-dioxaborolan-2-yl)phenyl]methyl}morpholine-3-carbonitrile CC1(OB(OC1(C)C)C1=CC=C(C=C1)CN1C(COCC1)C#N)C